OC(C)(C)C1=CC(=CS1)S(=O)(=O)N 5-(2-hydroxypropan-2-yl)thiophene-3-sulfonamide